1-(galloyloxy)decan-3-one C(C1=CC(O)=C(O)C(O)=C1)(=O)OCCC(CCCCCCC)=O